C[C@H]1N(CC[C@@H](C1)C(=O)C1=C(NC2=CN=CC=C21)C)C(=O)OC(C)(C)C |o1:1,5| rel-tert-Butyl (2R,4S)-2-methyl-4-(2-methyl-1H-pyrrolo[2,3-c]pyridine-3-carbonyl)piperidine-1-carboxylate